4-((4-(1-Isopropyl-1H-pyrazol-4-yl)pyridin-2-yl) ((4-(4-methoxy-3-methylphenyl)bicyclo[2.2.2]octan-1-yl)methyl) carbamoyl)(trans-cyclohexyl) 3-methoxyazetidine-1-carboxylate COC1CN(C1)C(=O)O[C@@H]1CC[C@H](CC1)C(N(CC12CCC(CC1)(CC2)C2=CC(=C(C=C2)OC)C)C2=NC=CC(=C2)C=2C=NN(C2)C(C)C)=O